4-(benzofuranylamino)cyclohexanone O1C(=CC2=C1C=CC=C2)NC2CCC(CC2)=O